diethyl-N,N'-[(4R,5R)-4,5-dimethyl-1,8-dioxo-3,6-dioxaoctylidene]bis(12-methylaminolauric acid) C(C)C(C(=O)O)(CCCCCCCCCCN(C(C(=O)N(CCCCCCCCCCCC(=O)O)C)O[C@@H]([C@H](OCC=O)C)C)C)CC